N-(N,N-Dimethylsulfamoyl)-3-(3'-ethoxy-4'-(7-oxo-6,7-dihydro-3H-[1,2,3]triazolo[4,5-d]pyrimidin-5-yl)-[1,1'-biphenyl]-3-yl)propanamide CN(S(=O)(=O)NC(CCC=1C=C(C=CC1)C1=CC(=C(C=C1)C=1NC(C2=C(N1)NN=N2)=O)OCC)=O)C